3-[4-(3-methyl-4,5-dihydroisoxazol-5-yl)phenyl]-5-(trifluoromethyl)-1,2,4-oxadiazole CC1=NOC(C1)C1=CC=C(C=C1)C1=NOC(=N1)C(F)(F)F